C1(CC1)OC1=CC=C(C=N1)C=1C(=CN(C(C1)=O)C)C=1C=NN(C1)C1=C(C#N)C(=CC=C1)F 2-[4-[4-[6-(cyclopropoxy)-3-pyridyl]-1-methyl-6-oxo-3-pyridyl]pyrazol-1-yl]-6-fluoro-benzonitrile